4-(3,5-dibromophenyl)-1,2-dihydrocyclobuta[a]naphthalene BrC=1C=C(C=C(C1)Br)C=1C=C2C(=C3C=CC=CC13)CC2